4-(3-(3-chlorophenyl)ureido)benzamide ClC=1C=C(C=CC1)NC(NC1=CC=C(C(=O)N)C=C1)=O